O=C1NC(CCC1C1=NN(C2=C(C=CC=C12)N1CCN(CC1)C[C@H]1[C@H](CN(CC1)C(=O)OC(C)(C)C)C)C)=O tert-butyl (3r,4r)-4-((4-(3-(2,6-dioxopiperidin-3-yl)-1-methyl-1H-indazol-7-yl) piperazin-1-yl) methyl)-3-methylpiperidine-1-carboxylate